COC=1C=C(C=CC1)N1C(SC=C1C=1C=C(C(=O)NCCCCN2CCN(CC2)C(=O)OC(C)(C)C)C=CC1)=O 3-(3-(3-methoxyphenyl)-4-thiazolinonyl)-N-(4-Boc-piperazinobutyl)benzamide